[Si](C)(C)(C(C)(C)C)C#CC=1C=C(C(=C(C1)O)C=1N=NC(=CC1)N1C[C@H](OCC1)CO)C 5-[2-[tert-butyl(dimethyl)silyl]ethynyl]-2-[6-[(2S)-2-(hydroxymethyl)morpholin-4-yl]pyridazin-3-yl]-3-methyl-phenol